benzyl (5S)-5-[[4-(1H-indol-3-yl)-5-(trifluoromethyl)pyrimidin-2-yl]amino]-3,3-dimethyl-piperidine-1-carboxylate N1C=C(C2=CC=CC=C12)C1=NC(=NC=C1C(F)(F)F)N[C@H]1CC(CN(C1)C(=O)OCC1=CC=CC=C1)(C)C